CC1C(C(CC1)=O)CCCCC 3-Methyl-2-Pentylcyclopentanon